6-(3-amino-2,6-difluorophenyl)-8-methyl-2-(methylamino)pteridin-7(8H)-one NC=1C(=C(C(=CC1)F)C1=NC=2C=NC(=NC2N(C1=O)C)NC)F